5-{4-[4-(3,5-dimethylpyridin-2-yl)piperazine-1-carbonyl]-2-fluorophenyl}-5-ethylimidazolidine-2,4-dione CC=1C(=NC=C(C1)C)N1CCN(CC1)C(=O)C1=CC(=C(C=C1)C1(C(NC(N1)=O)=O)CC)F